C(C=C)(=O)OCCCCCCCCCCCC endo-lauryl acrylate